CCCCC(CC)CCC=O (+/-)-4-Ethyloctanal